(S)-3-(isoquinolin-4-yl)-1-(2-methylpyridin-3-yl)-2-oxoimidazolidine-4-carbonitrile C1=NC=C(C2=CC=CC=C12)N1C(N(C[C@H]1C#N)C=1C(=NC=CC1)C)=O